BrC1=NN(C(=C1)CNC1=CC=NS1)C1OCCCC1 N-((3-bromo-1-(tetrahydro-2H-pyran-2-yl)-1H-pyrazol-5-yl)methyl)isothiazol-5-amine